1-methyl-5-(1-methyl-3-{[4-(3-Methylquinolin-2-yl)benzyl]oxy}-1H-pyrazole-4-yl)piperidin-2-one CN1C(CCC(C1)C=1C(=NN(C1)C)OCC1=CC=C(C=C1)C1=NC2=CC=CC=C2C=C1C)=O